C(CCCCC(=O)[O-])(=O)OC(C(CC)CC)CCCC diethyl-2-hexyl adipate